CC/C=C\C/C=C\C/C=C\C/C=C\C/C=C\CCCCCC(=O)O[C@H](COC(=O)CCC/C=C\C/C=C\C/C=C\C/C=C\C/C=C\CC)COP(=O)([O-])OCC[N+](C)(C)C 1-(5Z,8Z,11Z,14Z,17Z-eicosapentaenoyl)-2-(7Z,10Z,13Z,16Z,19Z-docosapentaenoyl)-sn-glycero-3-phosphocholine